oxygen tin dioxide [Sn](=O)=O.[O]